(S)-2-(2-(2,2-dioxo-2-thia-6-azaspiro[3.3]hept-6-yl)acetamido)-3-(4-methoxyphenyl)propanamide O=S1(CC2(C1)CN(C2)CC(=O)N[C@H](C(=O)N)CC2=CC=C(C=C2)OC)=O